8-Chloroimidazo[1,2-a]pyridine-7-thiol sodium salt [Na].ClC=1C=2N(C=CC1S)C=CN2